N-(1-(1-(4-(2,6-dioxopiperidin-3-yl)-2-fluorophenyl)azetidin-3-yl)piperidin-4-yl)-3-methoxybenzamide O=C1NC(CCC1C1=CC(=C(C=C1)N1CC(C1)N1CCC(CC1)NC(C1=CC(=CC=C1)OC)=O)F)=O